N-phenacyl-pyridinium bromide salt [Br-].C(C(=O)C1=CC=CC=C1)[N+]1=CC=CC=C1